4,6-dichloropyridine-3-carboxamide ClC1=C(C=NC(=C1)Cl)C(=O)N